OC(=O)C(F)(F)F.ClC1=C(C=CC=C1Cl)N1C(=NC=C(C1=O)C(F)(F)F)C (2,3-dichlorophenyl)-2-methyl-5-(trifluoromethyl)pyrimidin-4(3H)-one TFA salt